[ClH2+] chloranium